tert-butyl 5-methoxy-6-azaspiro[3.4]octane-6-carboxylate COC1C2(CCC2)CCN1C(=O)OC(C)(C)C